1-[3-[(4-bromophenyl)methoxy]propyl]-4-nitro-benzene BrC1=CC=C(C=C1)COCCCC1=CC=C(C=C1)[N+](=O)[O-]